FC=1C=C(O[C@@H]2CCN3N=C(N=C32)NC3[C@H]2CN(C[C@@H]3CC2)C2=NC=NC(=C2)C)C=C(C1)F (R)-7-(3,5-difluorophenoxy)-N-((1R,5S,8s)-3-(6-methylpyrimidin-4-yl)-3-azabicyclo[3.2.1]octan-8-yl)-6,7-dihydro-5H-pyrrolo[1,2-b][1,2,4]triazol-2-amine